OC1(CCC(CC1)N1N=C2C=C(C(=CC2=C1)C(=O)O)OC)C 2-(4-hydroxy-4-methylcyclohexyl)-6-methoxy-2H-indazole-5-carboxylic acid